F[C@H]1CN(CC[C@H]1NC=1C=2N(C=CC1)C(=C(N2)C#CCNC2=C(C=C(C(=O)N)C=C2)OC)SC(F)(F)F)C 4-((3-(8-(((3S,4R)-3-fluoro-1-methylpiperidin-4-yl)amino)-3-((trifluoromethyl)thio)imidazo[1,2-a]pyridin-2-yl)prop-2-yn-1-yl)amino)-3-methoxybenzamide